ONC(=O)C=1C=CC=C2C([C@H](NC12)C1=NC=C(N=C1)C(F)(F)F)(C)C (S)-N-hydroxy-3,3-dimethyl-2-(5-(trifluoromethyl)pyrazin-2-yl)indoline-7-carboxamide